[(2R,3S,4R,5R)-5-[2-chloro-4-(cyclopentyl-amino)pyrrolo[2,3-d]-pyrimidin-7-yl]-3,4-dihydroxy-tetrahydro-furan-2-yl]methoxy-methyl-(3,3-dimethyl-2-oxo-butoxy)phosphinic acid ClC=1N=C(C2=C(N1)N(C=C2)[C@H]2[C@@H]([C@@H]([C@H](O2)COCP(O)(=O)OCC(C(C)(C)C)=O)O)O)NC2CCCC2